C(C1=CC=CC=C1)OC1=C(C(=CC(=C1)C(F)F)O)C(=O)N1CC2=CC=CC(=C2C1)N[C@H]1COCC1 (R)-(2-(Benzyloxy)-4-(difluoromethyl)-6-hydroxyphenyl)(4-((tetrahydrofuran-3-yl)amino)isoindolin-2-yl)methanone